ClC=1C(=NC=C(C1)Cl)CNC(=O)[C@]1(C=2C=CC=NC2C(CC1)=O)F (S)-N-((3,5-dichloropyridin-2-yl)methyl)-5-fluoro-8-oxo-5,6,7,8-tetrahydro-quinoline-5-carboxamide